yttrium-calcium [Ca].[Y]